C(C1CO1)OC1=CC=C(C=C1)CCCCCCCCC 4-Nonylphenyl glycidyl ether